(S)-1-(2-((S)-3-((2-Oxo-1,2-dihydrochinolin-5-yl)oxy)pyrrolidin-1-yl)acetyl)pyrrolidin-2-carbonitril O=C1NC2=CC=CC(=C2C=C1)O[C@@H]1CN(CC1)CC(=O)N1[C@@H](CCC1)C#N